(1s,2s)-2-(4-methylpyrimidin-2-yl)cyclopropane-1-carboxamide CC1=NC(=NC=C1)[C@@H]1[C@H](C1)C(=O)N